FC1CC(N(C1)C=1C=CC=2N(N1)C(=CN2)C(=O)NC2CCN(CC2)CC2=CC(=C(C=C2)F)O)C2=CC(=CC(=C2)SC)F 6-[4-fluoro-2-[3-fluoro-5-(methylsulfanyl)phenyl]pyrrolidin-1-yl]-N-{1-[(4-fluoro-3-hydroxyphenyl)methyl]piperidin-4-yl}imidazo[1,2-b]pyridazine-3-carboxamide